3-(4-chlorobenzyl)pyrrolidin-2-one ClC1=CC=C(CC2C(NCC2)=O)C=C1